[4-(6-Amino-pyridazin-3-yl)-piperidin-1-yl]-{4-[6-(1-fluoromethyl-cyclopropylmethoxy)-pyridin-3-yl]-3-methoxy-phenyl}-methanone NC1=CC=C(N=N1)C1CCN(CC1)C(=O)C1=CC(=C(C=C1)C=1C=NC(=CC1)OCC1(CC1)CF)OC